6-[2,6-difluoro-3-(5-fluoro-2-methoxypyridine-3-sulfonamido)phenyl]-N-methylimidazo[1,5-a]pyridine-1-carboxamide FC1=C(C(=CC=C1NS(=O)(=O)C=1C(=NC=C(C1)F)OC)F)C=1C=CC=2N(C1)C=NC2C(=O)NC